4-methoxy-2-phenylquinazolin COC1=NC(=NC2=CC=CC=C12)C1=CC=CC=C1